dimethyl-2-oxoindolin CC1(C(NC2=CC=CC=C12)=O)C